7-((5-methyl-6-(4-((methylamino)methyl)piperidin-1-yl)pyridin-3-yl)methyl)-N2-(pentan-2-yl)imidazo[2,1-f][1,2,4]triazine-2,4-diamine CC=1C=C(C=NC1N1CCC(CC1)CNC)CC1=CN=C2C(=NC(=NN21)NC(C)CCC)N